N-((1R,2S)-2-hydroxycyclopentyl)-3-(((S)-oxiran-2-yl)methoxy)benzenesulfonamide O[C@@H]1[C@@H](CCC1)NS(=O)(=O)C1=CC(=CC=C1)OC[C@H]1OC1